CNC1=NC=C(C=C1)C(F)(F)F 2-methylamino-5-(trifluoromethyl)pyridine